(Z)-1-(4-amino-2-fluorobut-2-en-1-yl)-4-(1,3-dimethyl-1H-pyrazol-5-yl)-1H-benzo[d]imidazol-6-carbonitrile Hydrochloride Cl.NC\C=C(\CN1C=NC2=C1C=C(C=C2C2=CC(=NN2C)C)C#N)/F